methyl-alpha-ionone CC1CC=C(C(C1(C)C)/C=C/C(=O)C)C